alpha-difluoromethyl-ornithine FC([C@](N)(CCCN)C(=O)O)F